N-(cyanomethyl)-4-{2-[4-(morpholin-4-yl)anilino]pyrimidin-4-yl}benzamide C(#N)CNC(C1=CC=C(C=C1)C1=NC(=NC=C1)NC1=CC=C(C=C1)N1CCOCC1)=O